N-(4-(5-(1-(but-2-ynyl)-1,2,3,6-tetrahydropyridin-4-yl)-7H-pyrrolo[2,3-d]pyrimidin-4-yl)-2-fluorobenzyl)benzamide C(C#CC)N1CCC(=CC1)C1=CNC=2N=CN=C(C21)C2=CC(=C(CNC(C1=CC=CC=C1)=O)C=C2)F